N-(2',5'-dimethyl-2',5'-dihydrospiro[oxetane-3,4'-[1,2,3]triazolo[4,5-c][1,7]naphthyridin]-6'-yl)cyclopropanecarboxamide CN1N=C2C(C3(N(C=4C(=NC=CC24)NC(=O)C2CC2)C)COC3)=N1